N-(6-((S)-1-cyanospiro[2.2]pentan-1-yl)isoquinolin-3-yl)cyclopropane-1-carboxamide C(#N)[C@]1(CC12CC2)C=2C=C1C=C(N=CC1=CC2)NC(=O)C2CC2